ClC=1C=CC(=C(C1)C1=NC=NC(=C1)OC)N1N=NC(=C1)C(F)(F)F 4-{5-chloro-2-[4-(trifluoromethyl)-1H-1,2,3-triazol-1-yl]Phenyl}-6-methoxypyrimidine